benzyl (3-((tert-butyldimethylsilyl)oxy)-4-(1,3-dioxolan-2-yl)phenethyl)carbamate [Si](C)(C)(C(C)(C)C)OC=1C=C(CCNC(OCC2=CC=CC=C2)=O)C=CC1C1OCCO1